C12(CC3CC(CC(C1)C3)C2)CC(=O)OC methyl 2-(1-adamantyl)acetate